2-((4-(4-(((2-(2,6-dioxopiperidin-3-yl)-7-fluoro-1-oxoisoindoline-5-yl)methyl)(methyl)amino)piperidin-1-yl)-2-isopropoxy-5-methylphenyl)amino)-5-(trifluoromethyl)pyridine O=C1NC(CCC1N1C(C2=C(C=C(C=C2C1)CN(C1CCN(CC1)C1=CC(=C(C=C1C)NC1=NC=C(C=C1)C(F)(F)F)OC(C)C)C)F)=O)=O